COC(CCCN1C[C@@H](CCC1)NC=1N=NC(=C(N1)C)C=1C=CC2=C(CCO2)C1O)=O.ClCC1=CC=C(C=C)C=C1 4-(Chloromethyl)styrene methyl-4-[(3R)-3-[[6-(4-hydroxy-2,3-dihydrobenzofuran-5-yl)-5-methyl-1,2,4-triazin-3-yl]amino]-1-piperidyl]butanoate